methyl 2-(4-(2-bromo-5-chlorophenyl)-2-oxapiperazin-1-yl)-3-phenylpropionate BrC1=C(C=C(C=C1)Cl)N1CON(CC1)C(C(=O)OC)CC1=CC=CC=C1